tert-butyl (7-(2-(2,6-dioxopiperidin-3-yl)-1,3-dioxoisoindolin-5-yl)hept-6-yn-1-yl)carbamate O=C1NC(CCC1N1C(C2=CC=C(C=C2C1=O)C#CCCCCCNC(OC(C)(C)C)=O)=O)=O